methyl-L-alanyl-L-tyrosine CN[C@@H](C)C(=O)N[C@@H](CC1=CC=C(C=C1)O)C(=O)O